4-propyl-1-{[2-(1H-pyrrol-2-yl)-5-(trifluoromethyl)-1H-benzimidazol-1-yl]-methyl}pyrrolidin-2-one C(CC)C1CC(N(C1)CN1C(=NC2=C1C=CC(=C2)C(F)(F)F)C=2NC=CC2)=O